FC1=CC=C(C=C1)C1=NOC(=N1)C1CCN(CC1)C(=O)OC(C)(C)C tert-butyl 4-(3-(4-fluorophenyl)-1,2,4-oxadiazol-5-yl)piperidine-1-carboxylate